FC=1C(=CC(=C(C1)N1C(C=CC2=CC(=CC=C12)S(=O)(=O)N(CC1=CC=C(C=C1)OC)C1=NOC=C1)=O)OC)C1CC(C1)C(F)(F)F (P)-1-(5-fluoro-2-methoxy-4-((1r,3r)-3-(trifluoromethyl)cyclobutyl)phenyl)-N-(isoxazol-3-yl)-N-(4-methoxybenzyl)-2-oxo-1,2-dihydroquinoline-6-sulfonamide